N5-((1R,5S,6r)-3-Oxabicyclo[3.1.0]hexan-6-yl)-N3-methyl-1-((1-tosyl-1H-indol-4-yl)methyl)-1H-pyrazole-3,5-dicarboxamide [C@H]12COC[C@@H]2C1NC(=O)C1=CC(=NN1CC1=C2C=CN(C2=CC=C1)S(=O)(=O)C1=CC=C(C)C=C1)C(=O)NC